CN1CCN(CC1)C1=NC=CC=C1N 4-N-methyl-2-(piperazin-1-yl)pyridin-3-amine